FC1=C(C=C(C=C1)NC(=O)C1=C(N(C(=C1C)C(C(=O)NC1(CC1)C1=NC(=NO1)C)=O)CCF)C)C N-(4-fluoro-3-methylphenyl)-1-(2-fluoroethyl)-2,4-dimethyl-5-(2-((1-(3-methyl-1,2,4-oxadiazol-5-yl)cyclopropyl)amino)-2-oxoacetyl)-1H-pyrrole-3-carboxamide